N6-acetyl-adenosine tert-butyl-11-(5-((3,5-dichloropyridin-4-yl)-carbamoyl)-2-(difluoromethoxy)phenoxy)undecanoate C(C)(C)(C)C(C(=O)OC[C@@H]1[C@H]([C@H]([C@@H](O1)N1C=NC=2C(NC(C)=O)=NC=NC12)O)O)CCCCCCCCCOC1=C(C=CC(=C1)C(NC1=C(C=NC=C1Cl)Cl)=O)OC(F)F